ethyl 2-fluoro-4-(3-methoxyphenyl)-5-(naphthalen-2-yl)-5-oxopentanoate FC(C(=O)OCC)CC(C(=O)C1=CC2=CC=CC=C2C=C1)C1=CC(=CC=C1)OC